N-(2-(6-amino-4-hydroxy-1H-pyrazolo[3,4-d]pyrimidin-1-yl)ethyl)-1-ethyl-3-methyl-1H-pyrazole-5-acetamide NC1=NC(=C2C(=N1)N(N=C2)CCNC(CC2=CC(=NN2CC)C)=O)O